α,α,2-trifluoro-3-(trifluoromethyl)-benzenepropanoic acid FC(C(=O)O)(CC1=C(C(=CC=C1)C(F)(F)F)F)F